(E)-N-(3-amino-3-iminopropyl)-4-(4-(4-(2-(benzo[c][1,2,5]oxadiazol-5-yl)vinyl)benzamido)-1H-pyrrole-2-carboxamido)-1-methyl-1H-pyrrole-2-carboxamide NC(CCNC(=O)C=1N(C=C(C1)NC(=O)C=1NC=C(C1)NC(C1=CC=C(C=C1)\C=C\C1=CC=2C(=NON2)C=C1)=O)C)=N